O[C@@]1(C(N(CCC1)C)=O)C1=CC(=CC=C1)B1OC(C(O1)(C)C)(C)C (R)-3-hydroxy-1-methyl-3-(3-(4,4,5,5-tetramethyl-1,3,2-dioxaborolan-2-yl)phenyl)piperidin-2-one